N-[(6-fluoro-1-methyl-1H-1,3-benzodiazol-2-yl)methyl]-6-methyl-4-[(1-methylcyclopropyl)amino]furo[2,3-d]pyrimidine-5-carboxamide FC=1C=CC2=C(N(C(=N2)CNC(=O)C2=C(OC=3N=CN=C(C32)NC3(CC3)C)C)C)C1